(2r,5s)-5-[2-(4-chloro-3-fluorophenoxy)acetamido]-2-[(3-chlorophenyl)carbamoyl]piperidine-1-carboxylic acid tert-butyl ester C(C)(C)(C)OC(=O)N1[C@H](CC[C@@H](C1)NC(COC1=CC(=C(C=C1)Cl)F)=O)C(NC1=CC(=CC=C1)Cl)=O